FC(C1(CCOCC1)NN)(F)F (4-(Trifluoromethyl)tetrahydro-2H-pyran-4-yl)hydrazine